CCCCCCCCCCCCC(CO)O dodecyl Glycol